C(CS)(=O)[O-].C(CS)(=O)[O-].C(CCCCCCC)[Sn+2]CCCCCCCC dioctyltin bis(thioglycolate)